FC(C=1C(=C(C=CC1)[C@@H](C)NC=1C2=C(N=C(N1)C)C=NC(=C2)N2CCN(CCC2)C)F)F N-{(1R)-1-[3-(difluoromethyl)-2-fluorophenyl]ethyl}-2-methyl-6-(4-methyl-1,4-diazepan-1-yl)pyrido[3,4-d]pyrimidin-4-amine